COCCO[C@H]1[C@@H](O[C@@H]([C@H]1O)CO)N1C=NC=2C(O)=NC=NC12 2'-O-methoxyethyl-inosine